di-ammonium citrate C(CC(O)(C(=O)O)CC(=O)[O-])(=O)[O-].[NH4+].[NH4+]